N-(2-fluoro-4-(1H-pyrazol-1-yl)phenyl)-2-(2-(1-methylpiperidin-4-yl)oxetan-2-yl)-1,6-naphthyridin-7-amine FC1=C(C=CC(=C1)N1N=CC=C1)NC1=NC=C2C=CC(=NC2=C1)C1(OCC1)C1CCN(CC1)C